4-(1-(2-(azetidin-1-yl)pyrimidin-5-yl)-5-(3,5-dimethylisoxazol-4-yl)-1H-pyrrolo[2,3-b]pyridin-3-yl)-3-(trifluoromethoxy)benzoic acid N1(CCC1)C1=NC=C(C=N1)N1C=C(C=2C1=NC=C(C2)C=2C(=NOC2C)C)C2=C(C=C(C(=O)O)C=C2)OC(F)(F)F